3-[(2-chloro-5-fluoro-4-nitro-phenoxy)methyl]tetrahydrofuran ClC1=C(OCC2COCC2)C=C(C(=C1)[N+](=O)[O-])F